N-hydroxy-4-{[3-(3-methyl-4-oxo-3,4-dihydro-quinazolin-6-yl)-5-(2-bromophenyl)-1H-pyrazol-1-yl]methyl}benzamide ONC(C1=CC=C(C=C1)CN1N=C(C=C1C1=C(C=CC=C1)Br)C=1C=C2C(N(C=NC2=CC1)C)=O)=O